4-((2R,6S)-4-acryloyl-6-(difluoromethyl)morpholin-2-yl)-6-chloro-6'-fluoro-N-methyl-[2,4'-bipyridine]-2'-carboxamide C(C=C)(=O)N1C[C@H](O[C@@H](C1)C(F)F)C1=CC(=NC(=C1)Cl)C1=CC(=NC(=C1)F)C(=O)NC